ClC1=CC=CC=2OC3=C(C21)C=CC=C3C3=CC=CC=C3 1-chloro-6-phenyldibenzo[b,d]furan